3-ethyl 4-oxo-azabicyclo[4.2.1]nonane-3,9-dicarboxylate O=C1C(CN2CCC(C1)C2C(=O)[O-])C(=O)OCC